FC1=NC=CC2=C1C[C@@H]1CC[C@H]2N1C(=O)NC1=C(C(=C(C=C1)F)F)F (5R,8S)-1-fluoro-N-(2,3,4-trifluorophenyl)-6,7,8,9-tetrahydro-5H-5,8-epiminocyclohepta[c]pyridine-10-carboxamide